CSC1=NC(=NC(=N1)NC(C)(C)C)NC1CC1 2-methylsulfanyl-4-t-butylamino-6-cyclopropylamino-1,3,5-triazine